C(=O)O.OC=1C=C(C=CC1C=1N=C2N(C=C(C(=N2)C2CC(NC(C2)(C)C)(C)C)C)C1)C1=CC(N(C=C1)C)=O 4-(3-hydroxy-4-(6-methyl-7-(2,2,6,6-tetramethylpiperidin-4-yl)imidazo[1,2-a]pyrimidin-2-yl)phenyl)-1-methylpyridin-2(1H)-one formate